N1=CC(=CC=C1)C(=O)OC(CC1=CC=CC=C1)C 3-pyridinecarboxylic acid, 1-methyl-2-phenylethyl ester